2-octyldecyl 6-((2-hydroxyethyl)(3-((2-hydroxyethyl)(4-oxo-4-(undecyloxy)butyl)amino)propyl)amino)hexanoate OCCN(CCCCCC(=O)OCC(CCCCCCCC)CCCCCCCC)CCCN(CCCC(OCCCCCCCCCCC)=O)CCO